C=1(C(=CC=CC1)CN)CN 1,2-benzenedimethanamine